(S)-Methyl 2-(3-((5-(((S)-1-(3-isopropylphenyl)ethyl)carbamoyl)-2,3-dimethyl-1H-indol-1-yl)methyl)phenoxy)butanoate C(C)(C)C=1C=C(C=CC1)[C@H](C)NC(=O)C=1C=C2C(=C(N(C2=CC1)CC=1C=C(O[C@H](C(=O)OC)CC)C=CC1)C)C